BrC1=NC2=CC=CC(=C2C(=C1)Cl)Cl 2-bromo-4,5-dichloro-quinoline